(S)-2-Amino-3-sulfosulfanyl-propionic acid sodium salt [Na+].N[C@@H](C(=O)[O-])CSS(=O)(=O)[O-].[Na+]